COC(C)C=1C=CC(=NC1)C(=O)OC methyl 5-(1-methoxy ethyl)picolinate